NC(CNC([C@H](CC1=CNC2=CC=CC=C12)NC(CN)=O)=O)=O (S)-N-(2-amino-2-oxoethyl)-2-(2-aminoacetylamino)-3-(1H-indol-3-yl)propanamide